CN(CCCOC1=CC=C(C=C1)COC=1C=CC2=C(N=C(O2)C=2C=NC=CC2)C1)C Dimethyl({3-[4-({[2-(pyridin-3-yl)-1,3-benzoxazol-5-yl]oxy}methyl)phenoxy]propyl})amine